C(C)(C)(C)OC(=O)N1OCC[C@H]1C=1C=NC=C(C1)C#N (3S)-3-(5-cyanopyridin-3-yl)-1,2-oxazolidine-2-carboxylic acid tert-butyl ester